COC(=O)[C@@H]1N(CCN(C1)C1=CC=CC2=CC=CC=C12)C(=O)OC(C)(C)C (R)-4-(naphthalen-1-yl)piperazine-1,2-dicarboxylic acid 1-(tert-butyl) 2-methyl ester